ClC1=C(C=C(C=C1)Cl)N=[N+]=[N-] 2,5-dichlorophenyl azide